4-fluoro-1,3-benzothiazol FC1=CC=CC2=C1N=CS2